2,5,6,7-tetrahydrocyclopenta[c]pyridazin-3-one N=1NC(C=C2C1CCC2)=O